CN1C(=NC2=C1C=CC=C2)C2=CC=C(C=C2)C=2C(=C(C(=C(C2C2=CC=C(C=C2)C2=NC1=C(N2C)C=CC=C1)C1=CC=CC=C1)C1=CC=C(C=C1)N1C2=CC=CC=C2OC=2C=CC=CC12)C1=CC=C(C=C1)N1C2=CC=CC=C2OC=2C=CC=CC12)C1=CC=CC=C1 10,10'-(4',5'-bis(4-(1-methyl-1H-benzo[d]imidazol-2-yl)phenyl)-3',6'-diphenyl-[1,1':2',1''-terphenyl]-4,4''-diyl)bis(10H-phenoxazine)